N1CC(C1)OC1=CC(=C(C(=C1)F)[C@H]1[C@@H](N(CC=2C3=C(C=CC12)NN=C3)C)CC(C)C)F (6S,7S)-6-(4-(azetidin-3-yloxy)-2,6-difluorophenyl)-7-isobutyl-8-methyl-6,7,8,9-tetrahydro-3H-pyrazolo[3,4-H]Isoquinoline